CC1(C(N(C(N1CC1=CC(=NC=C1)NC(CS(=O)(=O)C)C)=O)C1=CC=C(C=C1)C1(CC1)C(F)(F)F)=O)C 5,5-dimethyl-1-((2-((1-(methylsulfonyl)propan-2-yl)amino)pyridin-4-yl)methyl)-3-(4-(1-(trifluoromethyl)cyclopropyl)phenyl)imidazolidine-2,4-dione